propylpropylene oxide C(CC)C1C(C)O1